ClC=1C(N(C(=CC1OCC1=NC=C(C=C1F)F)C)C1=CC(=NC=C1C)C1=NC(=NC=C1F)C(C(=O)N)(C)C)=O (4-(3-chloro-4-((3,5-difluoropyridin-2-yl)methoxy)-5',6-dimethyl-2-oxo-2H-[1,4'-bipyridin]-2'-yl)-5-fluoropyrimidin-2-yl)-2-methylpropanamide